ClC1=C(C=C(C=C1)CN1C(CCC1=O)C(C(C#N)=S1CCCC1)=O)F 3-{1-[(4-Chloro-3-fluorophenyl)methyl]-5-oxopyrrolidin-2-yl}-3-oxo-2-(1λ4-thiolan-1-ylidene)propanenitrile